ClC1=C(C=C(C=C1)F)[C@@H](CC)C1=NC(=CN=C1C)C (1R,2R)-1-(2-chloro-5-fluorophenyl)-1-(3,6-dimethylpyrazin-2-yl)propan